COC1=CC=C(C=C1)CN1[C@H](CC[C@@H]1C(=O)OCC)C(=O)OCC trans-2,5-diethyl 1-[(4-methoxyphenyl)methyl]pyrrolidine-2,5-dicarboxylate